N=1C=CN2C1CCC(C2)CO (5,6,7,8-tetrahydroimidazo[1,2-a]Pyridin-6-yl)methanol